6-(1,6-diazaspiro[3.3]heptan-6-yl)-N-(2-fluoro-4-phenoxy-phenyl)pyrido[3,2-d]pyrimidin-4-amine N1CCC12CN(C2)C=2C=CC=1N=CN=C(C1N2)NC2=C(C=C(C=C2)OC2=CC=CC=C2)F